OC1=C(C=CC(=C1)OCCCCCCCC)C(=O)C1=CC=CC=C1 2-hydroxy-4-{octyloxy}phenyl(phenyl)methanone